1-[2,2-difluoro-1-(3-trifluoromethyl-phenyl)-ethyl]-3-spiro[3.3]hept-2-yl-urea FC(C(C1=CC(=CC=C1)C(F)(F)F)NC(=O)NC1CC2(C1)CCC2)F